S1C(=CC2=C1C=CC=C2)NC(=O)C21CCCC(CCC2)(C1)C N-(1-Benzothiophen-2-yl)-5-methylbicyclo[3.3.1]nonan-1-carboxamid